[Ni](Br)Br.C1(=CC=CC=C1)P([C-]1C=CC=C1)C1=CC=CC=C1.[C-]1(C=CC=C1)P(C1=CC=CC=C1)C1=CC=CC=C1.[Fe+2] [1,1'-bis(diphenylphosphino)ferrocene] nickel dibromide